N1(C=NC=C1)C=1C=C(C=CC1)NC(\C=C\C=1OC=CC1)=O (E)-N-(3-(1H-imidazol-1-yl)phenyl)-3-(furan-2-yl)acrylamide